N1CCC(CC1)C=1C=C(C=CC1)C=1N=C2N(C(=CN=C2N)C=2C=C(C=CC2)C)C1 (3-(piperidin-4-yl)phenyl)-5-(m-tolyl)imidazo[1,2-a]pyrazin-8-amine